(E)-4-(benzyloxy)but-2-enal C(C1=CC=CC=C1)OC/C=C/C=O